methyl 6-(5-(bis(4-methoxybenzyl)amino)-2-(trifluoromethyl)phenyl)-4-oxotetrahydro-2H-pyran-3-carboxylate COC1=CC=C(CN(C=2C=CC(=C(C2)C2CC(C(CO2)C(=O)OC)=O)C(F)(F)F)CC2=CC=C(C=C2)OC)C=C1